((2R,5S)-2-(2-(1,4-dimethylpiperidin-4-yl)benzo[d]thiazol-5-yl)-5-methylpiperidin-1-yl)-2-oxo-N-(1H-pyrazolo[4,3-c]pyridin-7-yl)acetamide CN1CCC(CC1)(C)C=1SC2=C(N1)C=C(C=C2)[C@@H]2N(C[C@H](CC2)C)C(C(=O)NC=2C1=C(C=NC2)C=NN1)=O